N1(CCCC2=CC=CC=C12)C(CNC1=C(C#N)C(=CC(=N1)C(F)(F)F)C(F)(F)F)=O 2-((2-(3,4-dihydroquinolin-1(2H)-yl)-2-oxoethyl)amino)-4,6-bis(trifluoromethyl)nicotinonitrile